bis(4,5,6,7-tetrahydroindenyl)hafnium dichloride [Cl-].[Cl-].C1(C=CC=2CCCCC12)[Hf+2]C1C=CC=2CCCCC12